BrC1=CC=C(C=C1)NC(=O)NC1=NC(=CC=C1)C1=NN=CN1C(C)C 1-(4-bromophenyl)-3-(6-(4-isopropyl-4H-1,2,4-triazol-3-yl)pyridin-2-yl)urea